C(CC)C1=C(C(=C(C(=C1C1=C(C=CC=C1)F)C1=CC=CC=C1)F)F)F propylphenyl-2',3,4,5-tetrafluorobiphenyl